C(C=CCCCCCCCCCCCCCCCCC)(=O)[O-].[Mn+2].C(C=CCCCCCCCCCCCCCCCCC)(=O)[O-] manganese eicosenoate